C1(=CC=CC2=CC=CC=C12)CNC(C(=O)NCC1=CC=CC2=CC=CC=C12)=O N1,N2-bis(1-naphthylmethyl)-ethanediamide